ClC1=NC=C(C(=C1)C1=C(C(=O)NS(=O)(=O)CC2=C(C(=C(C(=C2[2H])[2H])[C@H](C)OC([2H])([2H])[2H])[2H])[2H])C=CC(=C1)C([2H])([2H])[2H])OC (S)-2-(2-chloro-5-methoxypyridin-4-yl)-N-(4-(1-(methoxy-d3)ethyl)(phenyl-2,3,5,6-d4)methylsulfonyl)-4-(methyl-d3)benzamide